CC1=C(C(=C(C1(C)[Zr]C1(C=CC=C1)CCC)C)C)C (pentamethylcyclopentadienyl)(n-propylcyclopentadienyl)zirconium